3-methyl-2-furanone CC1C(OC=C1)=O